COC=1C=CC2=C(C(N3C(C(N2COCC[Si](C)(C)C)=O)CC=C3)=O)C1 7-methoxy-10-((2-(trimethylsilyl)ethoxy)methyl)-1H-pyrrolo[2,1-c][1,4]Benzodiazepine-5,11(10H,11aH)-dione